C(C)OC([C@H](CCCCCCCC1=NC=2NCCCC2C=C1)NC(C(CC)CC)=O)=O (S)-2-(2-ethylbutyrylamino)-9-(5,6,7,8-tetrahydro-1,8-naphthyridin-2-yl)nonanoic acid ethyl ester